ClC1=C(C[C@H]2NC(=NOC2)C=2C(N(N=CC2OC2=CC(=CC=C2)C2CC2)C)=O)C=CC(=C1)C |r| 4-[(5RS)-5-(2-chloro-4-methylbenzyl)-5,6-dihydro-4H-1,2,4-oxadiazin-3-yl]-5-(3-cyclopropylphenoxy)-2-methylpyridazin-3(2H)-one